1,10-dodecanediol diacrylate C(C=C)(=O)OCCCCCCCCCC(CC)OC(C=C)=O